ClC=1C=C2C[C@H](C3(C2=CC1)CCC(CC3)(C(=O)O)NC3=CC(=CC=C3)Cl)C[C@H](COC3=CC=NC=1CCC[C@H](C31)C)C (1r,2'R,4R)-5'-chloro-4-(3-chloroanilino)-2'-[(2R)-2-methyl-3-{[(5R)-5-methyl-5,6,7,8-tetrahydroquinolin-4-yl]oxy}propyl]-2',3'-dihydrospiro[cyclohexane-1,1'-indene]-4-carboxylic acid